(7-(6-(3,3-difluoroazetidin-1-yl)pyridin-3-yl)pyrazolo[1,5-a]pyridin-3-yl)(piperidin-1-yl)methanone FC1(CN(C1)C1=CC=C(C=N1)C1=CC=CC=2N1N=CC2C(=O)N2CCCCC2)F